N-{2-[5-(cyclopropanecarbonyl)-5,6,7,8-tetrahydro-1,5-naphthyridin-2-yl]propan-2-yl}-4-fluorobenzamide C1(CC1)C(=O)N1C=2C=CC(=NC2CCC1)C(C)(C)NC(C1=CC=C(C=C1)F)=O